C(C)(C)(C)C1=CC(=C(C=C1)I)OC 4-(tert-butyl)-1-iodo-2-methoxybenzene